1-(Imidazo[1,2-a]pyrazin-3-ylmethyl)-N-(4-((tetrahydrofuran-3-yl)oxy)-3-(trifluoromethyl)phenyl)indolin-6-carboxamid N=1C=C(N2C1C=NC=C2)CN2CCC1=CC=C(C=C21)C(=O)NC2=CC(=C(C=C2)OC2COCC2)C(F)(F)F